ClC1=C(N=C2N1C1=C(CC[C@H]2NC(=O)C2=NN(C=N2)CC2=C(C=CC=C2Cl)Cl)C=CC=C1)Cl |r| (±)-N-(1,2-Dichloro-5,6-dihydro-4H-benzo[f]imidazo[1,2-a]azepin-4-yl)-1-(2,6-dichlorobenzyl)-1H-1,2,4-triazole-3-carboxamide